C(C1=CC=CC=C1)C1(CC1)C(N)=N 1-benzylcyclopropane-carboximidamide